CCCCCCCCC/C=C\CCCCCCCC(=O)O[C@H](COC(=O)CCCC/C=C\C/C=C\C/C=C\CCCCC)COP(=O)([O-])OCC[N+](C)(C)C 1-(6Z,9Z,12Z-octadecatrienoyl)-2-(9Z-nonadecenoyl)-glycero-3-phosphocholine